[Be+2].[Be+2].[Be+2].[N-3].[N-3] beryllium nitride